CC1=C(C=NC=C1)B1OC(C)(C)C(C)(C)O1 4-methyl-pyridine-3-boronic acid pinacol ester